[I-].C1(CCCCC1)(CC[N+]1(CCCC1)CC)CC[N+]1(CCCC1)CC.[I-] (cyclohexane-diylbis(ethane-2,1-diyl))bis(1-ethylpyrrolidin-1-ium) iodide